FC(C=1C(=C(C=CC1)[C@@H](C)NC1=NN(C(C=2C1=CN(C(C2)=O)C21COC(C2)(C1)CF)=O)C)F)F (R)-4-((1-(3-(difluoromethyl)-2-fluorophenyl)ethyl)amino)-6-(1-(fluoromethyl)-2-oxabicyclo[2.1.1]hex-4-yl)-2-methyl-2,6-dihydropyrido[3,4-d]pyridazine-1,7-dione